O1C(=CC=C1)C(=O)NC=1[Se]C(=CN1)C(=O)NC1=C(C=C(C=C1)C)C 2-(furan-2-carboxamido)-N-(2,4-dimethylphenyl)-1,3-selenazol-5-carboxamide